magnesium hexafluoroisopropoxy borate B(OOC(C(F)(F)F)C(F)(F)F)([O-])[O-].[Mg+2]